FC1=C(C(=C2C=CNC2=C1F)SC)OC=1C=CC(=C(C1)C=1NC=C(N1)C1(CCOC2=C(C=CC=C12)CNCC(F)F)C)F N-[[4-[2-[5-[(6,7-difluoro-4-methylsulfanyl-1H-indol-5-yl)oxy]-2-fluoro-phenyl]-1H-imidazol-4-yl]-4-methyl-chroman-8-yl]methyl]-2,2-difluoro-ethanamine